C(#N)CC1(CN(C1)C1CCN(CC1)C(=O)C=1C(=C(C#N)C(=CC1)N(C)C)F)N1N=CC(=C1)C=1C2=C(N=CN1)NC=C2 3-[(4-{3-(cyanomethyl)-3-[4-(7H-pyrrolo[2,3-d]pyrimidin-4-yl)-1H-pyrazol-1-yl]azetidin-1-yl}piperidin-1-yl)carbonyl]-6-(dimethylamino)-2-fluorobenzonitrile